(E)-N-(4-bromo-6-(hydroxymethyl)-6,7-dihydroisoquinolin-8(5H)-ylidene)-2-methylpropane-2-sulfinamide BrC1=CN=CC=2\C(\CC(CC12)CO)=N\S(=O)C(C)(C)C